C(C=C)(=O)OCCOC1=CC=CC=C1 2-phenoxyethyl endo-acrylate